(4-(4-(trifluoromethyl)phenyl)pyrido[3,2-d]pyrimidin-2-yl)methanamine FC(C1=CC=C(C=C1)C=1C2=C(N=C(N1)CN)C=CC=N2)(F)F